N-[(3R,5aS,6R,8aS,9R,10R,12R,12aR)-3,6,9-trimethyldecahydro-12H-3,12-epoxypyrano[4,3-j][1,2]Benzodioxepin-10-carbonyl]-β-alanine C[C@@]12OO[C@]34[C@@H](CC1)[C@@H](CC[C@H]3[C@H]([C@@H](O[C@@H]4O2)C(=O)NCCC(=O)O)C)C